2-(4-(6-(quinoxalin-2-yl)-9H-carbazol-3-yl)phenyl)oxazolopyridine N1=C(C=NC2=CC=CC=C12)C=1C=C2C=3C=C(C=CC3NC2=CC1)C1=CC=C(C=C1)C=1OC2=C(C=CC=N2)N1